C(C1=CC=CC=C1)OC=1N=C2N(C(C1)=O)C=C(C=C2C(C)NC2=C(C(=O)OC)C=CC=C2)C methyl 2-((1-(2-(benzyloxy)-7-methyl-4-oxo-4H-pyrido[1,2-a]pyrimidin-9-yl)ethyl)amino)benzoate